tetradecyl-xylenesulfonic acid sodium salt [Na+].C(CCCCCCCCCCCCC)C=1C(C(C=CC1)(C)S(=O)(=O)[O-])C